C(C)(C)(C)OC(N(C1=NC(=C(C=C1)F)C)C(=O)OC(C)(C)C)=O tert-butyl(tert-butoxycarbonyl)(5-fluoro-6-methylpyridin-2-yl)carbamate